4-[(4-hydroxycyclohexyl)disulfanyl]Cyclohexanol OC1CCC(CC1)SSC1CCC(CC1)O